[C@@H]1([C@H](C([C@H]([C@@H](C1O)O)O)OP(=O)(O)O)O)O The molecule is a myo-inositol monophosphate in which the phosphate group is located at position 6. It has a role as a metabolite. It derives from a myo-inositol. It is a conjugate acid of a 1D-myo-inositol 6-phosphate(2-).